C(CCCCCCC)N1CC(C2=CC=CC=C12)(C)C N-octyl-3,3-dimethylindoline